2-[(3-chloro-4-fluorophenyl)-[[1-(trifluoromethyl)cyclopropyl]methoxy]methyl]-5-methyl-4-methylsulfonyl-1H-imidazole ClC=1C=C(C=CC1F)C(C=1NC(=C(N1)S(=O)(=O)C)C)OCC1(CC1)C(F)(F)F